tert-butyl N-tert-butoxycarbonyl-N-[2-[2-[2-[2-(2-oxoethoxy)ethoxy]ethoxy]ethoxy]ethyl]carbamate C(C)(C)(C)OC(=O)N(C(OC(C)(C)C)=O)CCOCCOCCOCCOCC=O